Cl.N1(CCNCC1)C(=O)N PIPERAZINE-1-CARBOXYLIC ACID AMIDE HYDROCHLORIDE